C(C)(C)(C)OC(=O)NC12COC(C1)(C2)C(=O)O 4-(tert-butoxycarbonylamino)-2-oxabicyclo[2.1.1]hexane-1-carboxylic acid